FC1(CCC(CC1)[C@@H](C(NC1=NC=CC(=C1)C(CC)NC(CCC(F)(F)F)=O)=O)NC(=O)C1=NON=C1CC)F N-((1S)-1-(4,4-difluorocyclohexyl)-2-oxo-2-((4-(1-(4,4,4-trifluorobutanamido)propyl)pyridin-2-yl)amino)ethyl)-4-ethyl-1,2,5-oxadiazole-3-carboxamide